FC1=C(OC2CCN(CC2)C2=C(C(C(=O)N(C)C)=CC(=C2)NC(C2=C(N=CC=C2)OC)=O)C(=O)N)C=CC(=C1)F 4-(2,4-difluorophenoxy)piperidin-1-yl-5-(2-methoxynicotinamido)-N1,N1-dimethylphthalamide